acetamido cinnamate C(C=CC1=CC=CC=C1)(=O)ONC(C)=O